2-((((benzyloxy) (((S)-1-methoxy-1-oxopropan-2-yl) amino) phosphoryl) oxy) methyl)-2-cyanotetrahydrofuran-3,4-diylbis(2-methylpropionate) C(C1=CC=CC=C1)OP(=O)(N[C@H](C(=O)OC)C)OCC1(OCC(C1C(C(=O)[O-])(C)C)C(C(=O)[O-])(C)C)C#N